7-Formyl-N-(4-isopropoxy-5-((3-methylpyridin-2-yl)ethynyl)pyridin-2-yl)-3,4-dihydro-1,8-naphthyridine-1(2H)-carboxamide C(=O)C1=CC=C2CCCN(C2=N1)C(=O)NC1=NC=C(C(=C1)OC(C)C)C#CC1=NC=CC=C1C